(S)-6-(azepan-4-yloxy)-N-(5-(difluoromethoxy)-1H-pyrazol-3-yl)pyrazin-2-amine N1CC[C@H](CCC1)OC1=CN=CC(=N1)NC1=NNC(=C1)OC(F)F